Methyl (1S,3S)-3-((6-(5-((5-benzyl-1,3,4-oxadiazol-2-yl)methyl)-1-methyl-1H-1,2,3-triazol-4-yl)-2-methylpyridin-3-yl)oxy)cyclohexane-1-carboxylate C(C1=CC=CC=C1)C1=NN=C(O1)CC1=C(N=NN1C)C1=CC=C(C(=N1)C)O[C@@H]1C[C@H](CCC1)C(=O)OC